disodium 2-amino-4,6-dihydroxypyrimidine NC1=NC(=CC(=N1)O)O.[Na].[Na]